2'-dimethylamino-biphenyl CN(C1=C(C=CC=C1)C1=CC=CC=C1)C